NC1=NC=C(C(=N1)C(F)F)C1=NC(=NC(=N1)N1CCOCC1)N1CCN(CC1)C(=O)[C@H]1CN(CC1)C(CCCC(C=C(C)C)=O)=O (R)-1-(3-(4-(4-(2-amino-4-(difluoromethyl)pyrimidin-5-yl)-6-morpholino-1,3,5-triazin-2-yl)piperazine-1-carbonyl)pyrrolidin-1-yl)-7-methyloct-6-ene-1,5-dione